C1(=CC=CC=C1)C(=C[Se]C1=CC=CC=C1)SC#N phenyl (2-phenyl-2-thiocyanovinyl) selenoether